C(C)(C)(C)OC(NCC1=C(C=C(C=C1)C1=NNC(C2=CC=CC=C12)=O)C(F)(F)F)=O 4-(4-oxo-3,4-dihydrophthalazin-1-yl)-2-(trifluoromethyl)benzylcarbamic acid tert-butyl ester